(2R)-3-(((2,3-bis(((S)-3-aminobutanoyl)oxy)propoxy)(hydroxy)phosphoryl)-oxy)propane-1,2-diyl ditetradecanoate dihydrochloride Cl.Cl.C(CCCCCCCCCCCCC)(=O)OC[C@H](COP(=O)(O)OCC(COC(C[C@H](C)N)=O)OC(C[C@H](C)N)=O)OC(CCCCCCCCCCCCC)=O